C1(=C(C=CC=C1)NC(=N)NC1=C(C=CC=C1)C)C 1,3-Di-tolylguanidine